FC(C(F)(F)F)CCOCCC(C(F)(F)F)F 2-tetrafluoroethylethyl ether